N-(2-cyclopentylethyl)-3-((4-(pyridin-2-ylcarbamoyl)phenyl)amino)benzamide C1(CCCC1)CCNC(C1=CC(=CC=C1)NC1=CC=C(C=C1)C(NC1=NC=CC=C1)=O)=O